C(C)(C)(C)N(C([O-])=O)CC(=O)C1CCCC1.CC1=CC=C(C=C1)S(=O)(=O)[O-].[NH+]1=CC=CC=C1.[NH+]1=CC=CC=C1 Pyridinium para-toluenesulfonate tert-butyl-(2-cyclopentyl-2-oxoethyl)carbamate